C(=O)C1=CC=C(C=C1)C(=CCC1=C(C(=O)NC=2C=CC=C3C=CC=NC23)C(=CC=C1)C)CCCCC 2-(3-(4-formylphenyl)oct-2-en-1-yl)-6-methyl-N-(quinolin-8-yl)benzamide